(-)-Methyl L-lactate C[C@@H](C(=O)OC)O